tert-butyl 2-(methylthio)-5,7-dihydro-6H-pyrrolo[3,4-d]pyrimidine-6-carboxylate CSC=1N=CC2=C(N1)CN(C2)C(=O)OC(C)(C)C